2-methyl-5-(1-methylhexenyl)-2-cyclohexen-1-ol propionate C(CC)(=O)OC1C(=CCC(C1)C(=CCCCC)C)C